2-benzyl-2-azaspiro[3.3]heptan-6-yl (2R,5S)-4-(5-cyanopyrimidin-2-yl)-2,5-dimethylpiperazine-1-carboxylate C(#N)C=1C=NC(=NC1)N1C[C@H](N(C[C@@H]1C)C(=O)OC1CC2(CN(C2)CC2=CC=CC=C2)C1)C